di(2-ethylhexyl) adipate di-(2-ethylhexyl)succinate Cyclopropylmethyl-((4-(tert-butyl)phenoxy)(4-nitrophenoxy)phosphoryl)-L-alaninate C1(CC1)CN([C@@H](C)C(=O)O)P(=O)(OC1=CC=C(C=C1)[N+](=O)[O-])OC1=CC=C(C=C1)C(C)(C)C.C(C)C(COC(CCC(=O)OCC(CCCC)CC)=O)CCCC.C(CCCCC(=O)OCC(CCCC)CC)(=O)OCC(CCCC)CC